ClC1=C(C#N)C=C(C=N1)C1CC1 2-Chloro-5-cyclopropylnicotinonitrile